CN(C(OC(C)(C)C)=O)C[C@@H]1OCCC2=CC(=CC=C12)C=1C=NC=CC1 (R)-tert-Butyl methyl((6-(pyridin-3-yl)isochroman-1-yl)methyl)carbamate